FC=1C=C(N2N=C(N=CC21)N[C@H]2[C@@H](CN(CC2)S(=O)(=O)C)O)C2=NC=CC=C2 (3R,4R)-4-{[5-fluoro-7-(pyridin-2-yl)pyrrolo[2,1-f][1,2,4]triazin-2-yl]amino}-1-methanesulfonylpiperidin-3-ol